C(=O)(O)C(=C=C=C(C1=C(C=CC=C1)CC(C)(C)C)C1=CC=CC=C1)C(=O)O 1,1-dicarboxy(2,2'-dimethyl-propyl)-4,4-diphenylbutadieneN